CN(C1=NN(C(C2=C1N=C(S2)C(C)C)=O)CC(=O)O)C 2-(4-(dimethylamino)-2-isopropyl-7-oxothiazolo[4,5-d]pyridazin-6(7H)-yl)acetic acid